C(C)S(=O)(=O)C1=CC=C(C=C1)[C@@H](CO)C1=C(C(=O)N)C=CC(=C1)C1N(CC(C1)C1=CC=C(C=C1)C(F)(F)F)C ((R)-1-(4-(ethylsulfonyl)phenyl)-2-hydroxyethyl)-4-(1-methyl-4-(4-(trifluoromethyl)phenyl)pyrrolidin-2-yl)benzamide